ClC1=NC2=C(C(=NC=C2C(=C1[N+](=O)[O-])Cl)OC)F 2,4-Dichloro-8-fluoro-7-methoxy-3-nitro-1,6-naphthyridine